2-[8-chloro-1,5-dioxo-6-(pyrimidin-4-ylamino)spiro[2H-imidazo[1,5-a]pyridine-3,4'-piperidin]-1'-yl]acetonitrile ClC1=C2N(C(C(=C1)NC1=NC=NC=C1)=O)C1(CCN(CC1)CC#N)NC2=O